FC([C@@H]1CC[C@H](CC1)C1=NN=C2N1C1=C(CC3(C2)OCCO3)C=C(C=C1)C#N)(F)F 1'-[trans-4-(trifluoromethyl)cyclohexyl]-4'H,6'H-spiro[1,3-dioxolan-2,5'-[1,2,4]triazolo[4,3-a][1]benzazepine]-8'-carbonitrile